OCC=1C=C(C=CC1C)[C@H](C(C(=O)OC)(C)C)C1=C(C=2N(C=C1)C(=NN2)C(F)(F)F)C (S)-methyl 3-(3-(hydroxymethyl)-4-methylphenyl)-2,2-dimethyl-3-(8-methyl-3-(trifluoromethyl)-[1,2,4]triazolo[4,3-a]pyridin-7-yl)propanoate